4-methylsulfonylbenzamidine CS(=O)(=O)C1=CC=C(C(=N)N)C=C1